6,25-bis(2-(tert-butoxy)-2-oxoethyl)-4,7,24,27-tetraoxo-11,14,17,20-tetraoxa-5,8,23,26-tetraazatriacontane-1,30-dioate C(C)(C)(C)OC(CC(NC(CCC(=O)[O-])=O)C(NCCOCCOCCOCCOCCNC(C(NC(CCC(=O)[O-])=O)CC(OC(C)(C)C)=O)=O)=O)=O